NC=1C2=C(N=CN1)N(C(=C2C2=NC=C(C=N2)C2COCC2)C2=CCC1(CCN(CC1)C(=O)OC(C)(C)C)CC2)C tert-butyl 9-(4-amino-7-methyl-5-(5-(tetrahydrofuran-3-yl)pyrimidin-2-yl)-7H-pyrrolo[2,3-d]pyrimidin-6-yl)-3-azaspiro[5.5]undec-8-ene-3-carboxylate